tert-butyl N-[1-(5-fluoro-3-pyridyl)-3-hydroxy-propyl]-N-hydroxy-carbamate FC=1C=C(C=NC1)C(CCO)N(C(OC(C)(C)C)=O)O